2,8-dichloro-N-((R)-1-((trans)-4-(6-fluoroquinolin-4-yl)cyclohexyl)propan-2-yl)quinazolin-4-amine ClC1=NC2=C(C=CC=C2C(=N1)N[C@@H](C[C@@H]1CC[C@H](CC1)C1=CC=NC2=CC=C(C=C12)F)C)Cl